Cl.NC1=NC=C(C2=C1C(=NN2[C@@H]2CNCC2)C#CC=2C=CC1=CN(N=C1C2)CC)C(C)=O (S)-1-(4-amino-3-((2-ethyl-2H-indazol-6-yl)ethynyl)-1-(pyrrolidin-3-yl)-1H-pyrazolo[4,3-c]pyridin-7-yl)ethanone hydrochloride